[SiH2]1C=CC=C1 silole